2,3-dichloro-maleic acid diisopropyl ester C(C)(C)OC(\C(=C(/C(=O)OC(C)C)\Cl)\Cl)=O